N1-(3,4-dichloro-1H-indol-7-yl)-N4-(2-methoxyethyl)benzene-1,4-disulfonamide ClC1=CNC2=C(C=CC(=C12)Cl)NS(=O)(=O)C1=CC=C(C=C1)S(=O)(=O)NCCOC